6-cyclopropyl-N-[3-fluoro-4-[(3-fluoro-6,7-dimethoxy-4-quinolyl)oxy]phenyl]-1-(4-fluorophenyl)-2-oxo-pyridine-3-carboxamide C1(CC1)C1=CC=C(C(N1C1=CC=C(C=C1)F)=O)C(=O)NC1=CC(=C(C=C1)OC1=C(C=NC2=CC(=C(C=C12)OC)OC)F)F